ClC1=CC=C(C=C1)C=1SC(=CC1)C1=CC=C(C=C1)Cl 2,5-bis(4-chlorophenyl)thiophene